C(C)[S@](=O)(=N)C1=C(C=C(NC=2C(=NC(=C(N2)C)C2=CC=CC=3N(C=NC32)C)C(=O)OC)C=C1C)C |r| (rac)-methyl 3-[4-(ethylsulfonimidoyl)-3,5-dimethyl-anilino]-5-methyl-6-(1-methylbenzimidazol-4-yl)pyrazine-2-carboxylate